1-(2-(benzofuran-5-ylamino)-5-methylpyrimidin-4-yl)-N-(2-hydroxy-1-phenylethyl)-1H-pyrrole-3-carboxamide O1C=CC2=C1C=CC(=C2)NC2=NC=C(C(=N2)N2C=C(C=C2)C(=O)NC(CO)C2=CC=CC=C2)C